8-Hydroxy-hexadecanoic acid OC(CCCCCCC(=O)O)CCCCCCCC